ClC=1C=C(C=C(C1OC1=NNC(C2=CC=CC=C12)=O)Cl)N1C(NC(C(=C1)C(=O)N)=O)=O 1-(3,5-dichloro-4-((4-oxo-3,4-dihydro-phthalazin-1-yl)oxy)phenyl)-2,4-dioxo-1,2,3,4-tetrahydropyrimidine-5-carboxamide